3-((4-(5-chloro-3-methyl-2-(((6S)-6-methylmorpholin-2-yl)methyl)phenyl)pyrrolo[2,1-f][1,2,4]triazin-6-yl)methyl)pyrimidine-2,4(1H,3H)-dione ClC=1C=C(C(=C(C1)C1=NC=NN2C1=CC(=C2)CN2C(NC=CC2=O)=O)CC2CNC[C@@H](O2)C)C